CC=1N=C2N(N=C(C=C2C)C2=CC(=C3C(N(C=NC3=C2)C2CN(CC2)C(=O)OC(C)(C)C)=O)F)C1 tert-butyl 3-(7-{2,8-dimethylimidazo[1,2-b]pyridazin-6-yl}-5-fluoro-4-oxoquinazolin-3-yl)pyrrolidine-1-carboxylate